COC1=CC=C(C=C1)[C@H]1[C@@H](CNCC1)COC1=C(C(=O)N)C=CN=C1 [trans-4-(4-Methoxyphenyl)piperidin-3-yl]methoxyl-isonicotinamide